5-(1-(2,2-difluoroethyl)-2-methyl-1H-benzo[d]imidazol-6-yl)-N-((3s,4s)-3-fluoro-1-(2-fluoroethyl)piperidin-4-yl)-4-methoxypyrrolo[2,1-f][1,2,4]triazin-2-amine FC(CN1C(=NC2=C1C=C(C=C2)C=2C=CN1N=C(N=C(C12)OC)N[C@@H]1[C@H](CN(CC1)CCF)F)C)F